ClC1=C(C(=NC(=N1)C1=CC(=CC=C1)I)N)OC1=C(C=CC=C1)OC 6-chloro-2-(3-iodophenyl)-5-(2-methoxyphenoxy)pyrimidin-4-amine